4-[3-(3-acetamido-phenyl)imidazo[1,2-b]pyridazin-6-yl]benzamide C(C)(=O)NC=1C=C(C=CC1)C1=CN=C2N1N=C(C=C2)C2=CC=C(C(=O)N)C=C2